4-bromo-5-fluoro-1-methyl-pyrazole BrC=1C=NN(C1F)C